trans-1,2-Bis(methylamino)cyclohexane CN[C@H]1[C@@H](CCCC1)NC